C1=NC=NC2=NNN=C21 TRIAZOLOPYRIMIDINONE